N-(Hydroxy-methyl)acrylamide OCNC(C=C)=O